C(C1=CC=CC=C1)OC1=NC(=NC(=C1Br)C)[C@@H]1O[C@]([C@H]([C@H]1C1=C(C(=C(C=C1)F)F)OC)C)(C(F)(F)F)C 4-(Benzyloxy)-5-bromo-2-((2R,3S,4S,5R)-3-(3,4-difluoro-2-methoxyphenyl)-4,5-dimethyl-5-(trifluoromethyl)tetrahydrofuran-2-yl)-6-methylpyrimidine